4-[[1-[1-[tert-butyl(dimethyl)silyl]indol-6-yl]sulfonylazetidin-3-yl]methyl-methyl-amino]phenol [Si](C)(C)(C(C)(C)C)N1C=CC2=CC=C(C=C12)S(=O)(=O)N1CC(C1)CN(C1=CC=C(C=C1)O)C